C(C)OCCOCCC=C(C(=O)O)C.C(C(=C)C)(=O)OCCOCCOCC ethoxyethoxyethyl methacrylate (2-(2-ethoxyethoxy) ETHYL METHACRYLATE)